NCCNC(=O)C1CC(C1)NC(=O)C1=C(C=C(C=C1)NC(=O)C=1N(C(=CN1)C1=C(C(=C(C=C1)OC)F)F)C)CC N-[4-[[3-(2-aminoethylcarbamoyl)cyclobutyl]carbamoyl]-3-ethyl-phenyl]-5-(2,3-difluoro-4-methoxyphenyl)-1-methylimidazole-2-carboxamide